C(C)OC(=O)C=1CN(CC1)C(=O)OC(C)(C)C 2,5-dihydro-1H-pyrrole-1,3-dicarboxylic acid 1-(tert-butyl) ester 3-ethyl ester